2-((4-methoxybenzylidene)hydrazineylidene)-6-(p-tolyl)tetrahydropyrimidin-4(1H)-one COC1=CC=C(C=NN=C2NC(CC(N2)=O)C2=CC=C(C=C2)C)C=C1